N2-Ethyl-5-(2-isopropyl-5-methanesulfonyl-4-methoxy-phenoxy)-pyrimidine-2,4-diamine C(C)NC1=NC=C(C(=N1)N)OC1=C(C=C(C(=C1)S(=O)(=O)C)OC)C(C)C